CN1C(=NN=C1)C1=C(C=CC=C1)C1=CC(=CC=C1)C1=NC2=C(N1)C(=CC(=C2)C=O)C(F)(F)F 2-[2'-(4-Methyl-1,2,4-triazol-3-yl)-[1,1'-biphenyl]-3-yl]-7-(trifluoromethyl)-1H-1,3-benzodiazole-5-carbaldehyde